(7R)-N-(3,3-diphenylpropyl)-7-(4-hydroxybenzyl)-9-isopentyl-4,8-dioxooctahydropyrimido[1,2-a][1,4]diazepine-1(2H)-carboxamide C1(=CC=CC=C1)C(CCNC(=O)N1CCC(N2C1CN(C([C@@H](C2)CC2=CC=C(C=C2)O)=O)CCC(C)C)=O)C2=CC=CC=C2